C(C)(C)(C)C=1C=C(C=C(C1O)C(C)(C)C)CCC [3,5-di-tert-butyl-4-hydroxyphenyl]propane